C[Si](O[Si](C)(C)C=C)(C)C=C 1,1,3,3-Tetramethyldivinyldisiloxane